ClC1=CC=C(COCC23CCC(CC2)(N3)[C@H](O)C3=CC(=CC=C3)F)C=C1 (R)-(4-(((4-Chlorobenzyl)oxy)methyl)-7-azabicyclo[2.2.1]heptan-1-yl)(3-fluorophenyl)methanol